4'-((S)-2-((tert-butoxycarbonyl)amino)-3-methoxy-3-oxopropyl)-2,3,4,5-tetrahydro-[1,1'-biphenyl]-4-carboxylic acid tert-butyl ester C(C)(C)(C)OC(=O)C1CCC(=CC1)C1=CC=C(C=C1)C[C@@H](C(=O)OC)NC(=O)OC(C)(C)C